(3R)-6-chloro-N-((1R,2R,4S)-7-cyano-7-azabicyclo[2.2.1]heptan-2-yl)-2,3,4,9-tetrahydro-1H-carbazole-3-carboxamide ClC=1C=C2C=3C[C@@H](CCC3NC2=CC1)C(=O)N[C@H]1[C@H]2CC[C@@H](C1)N2C#N